3-(3,4-difluorophenoxy)-6-methoxy-2-methylaniline FC=1C=C(OC=2C(=C(N)C(=CC2)OC)C)C=CC1F